Rhodium octanoat C(CCCCCCC)(=O)[O-].[Rh+3].C(CCCCCCC)(=O)[O-].C(CCCCCCC)(=O)[O-]